BrC(C(=O)[O-])(F)F.[Na+] sodium 2-bromo-2,2-difluoroacetate